6-((16-(1-(6-carboxypyridin-2-yl)-8-isothiocyanatooctyl)-1,4,10,13-tetraoxa-7,16-diazacyclooctadecan-7-yl)methyl)picolinic acid C(=O)(O)C1=CC=CC(=N1)C(CCCCCCCN=C=S)N1CCOCCOCCN(CCOCCOCC1)CC1=CC=CC(=N1)C(=O)O